1-trifluoromethylpyrrolyl-oxy-pyrrole FC(N1C(=CC=C1)OC=1NC=CC1)(F)F